11-(2-(diethylamino)ethyl)-7,15-dioxo-5,17-dipropyl-6,8,14,16-tetraoxa-11-azahenicosanedioate C(C)N(CCN(CCOC(OC(CCCC(=O)[O-])CCC)=O)CCOC(OC(CCCC(=O)[O-])CCC)=O)CC